(3R)-3-amino-5-[(4-chlorophenyl)methyl]-7-[5-(5,5-dimethyl-3-piperidyl)-1,2,4-oxadiazol-3-yl]-8-fluoro-1,1-dioxo-2,3-dihydro-1lambda6,5-benzothiazepin-4-one N[C@H]1CS(C2=C(N(C1=O)CC1=CC=C(C=C1)Cl)C=C(C(=C2)F)C2=NOC(=N2)C2CNCC(C2)(C)C)(=O)=O